oxacycloheptatriene C1=CC=CC=CO1